C(C1=CC=CC=C1)OC=1C(=NC(=CC1)C#CCCOS(=O)(=O)C1=CC=C(C)C=C1)C(=O)OC Methyl 3-(benzyloxy)-6-(4-(tosyloxy)but-1-yn-1-yl)picolinate